2-(bromomethyl)-5-(2,5-dichloropyrimidin-4-yl)benzoic acid methyl ester COC(C1=C(C=CC(=C1)C1=NC(=NC=C1Cl)Cl)CBr)=O